FC=1C=C2C=3C(=NNC(C3C1)=O)C(C(N2)C2=CC=C(C=C2)F)N2C(N(CC2=O)C)=O 5-fluoro-8-(4-fluorophenyl)-9-(1-methyl-2,4-imidazolinedione-3-yl)-8,9-dihydro-2H-pyrido[4,3,2-de]phthalazin-3(7H)-one